COC=1C=C(CC2=NC3=CC(=C(C=C3C(=N2)N)N)OC)C=CC1OC (3,4-dimethoxybenzyl)-7-methoxyquinazoline-4,6-diamine